Phosphonoglycolic acid P(=O)(O)(O)OCC(=O)O